FC(F)(F)C1(C=CSS1)C(F)(F)F bis(perfluoromethyl)-1,2-dithiolene